2-[(2E)-2-(aminomethyl)-3-fluoroprop-2-en-1-yl]-7-(1H-pyrrolo[2,3-b]pyridin-3-yl)[1,2,4]triazolo[4,3-a]pyridin-3(2H)-one hydrochloride Cl.NC/C(/CN1N=C2N(C=CC(=C2)C2=CNC3=NC=CC=C32)C1=O)=C\F